Cl.NCCS(=O)(=O)NC1=CC(=CC=C1)OC 2-amino-N-(3-methoxyphenyl)ethane-1-sulfonamide hydrochloride